triethylene glycol bis(2-ethyl butyrate) C(C)C(C(=O)OCCOCCOCCOC(C(CC)CC)=O)CC